morpholine calcium salt [Ca].N1CCOCC1